3-(1H-imidazol-1-yl)-N-((trans)-4-methoxy-4-methylcyclohexyl)-6,7-dihydro-5H-cyclopenta[c]pyridine-1-carboxamide N1(C=NC=C1)C1=CC2=C(C(=N1)C(=O)NC1CCC(CC1)(C)OC)CCC2